BrC1=C(C=CC=C1)N1C(NC(C2=CC(=C(C=C12)C1CC1)C#N)=O)=O 1-(2-bromophenyl)-7-cyclopropyl-2,4-dioxo-1,2,3,4-tetrahydroquinazoline-6-carbonitrile